C(C)NS(=O)(=O)C1=CC=C(C=C1)C=1N=NNN1 n-ethyl-4-(2H-tetrazol-5-yl)benzenesulfonamide